tetracosanyl methacrylate C(C(=C)C)(=O)OCCCCCCCCCCCCCCCCCCCCCCCC